3-(pyridin-4-yl)-6-vinyl-1,2,4,5-tetrazine N1=CC=C(C=C1)C=1N=NC(=NN1)C=C